2-methyl-1-(5-(4,4,5,5-tetramethyl-1,3,2-dioxaborolan-2-yl)-1H-indazol-2-yl)propan-2-ol CC(CN1NC2=CC=C(C=C2C1)B1OC(C(O1)(C)C)(C)C)(C)O